C(C)OC(=O)[C@H]1N(C[C@@H](C1)O)C([C@H](C(C)(C)C)N)=O.N1=C(C=CC=C1)C1=NC=CC=C1 2-(pyridin-2-yl)pyridine (2S,4R)-ethyl-1-((S)-2-amino-3,3-dimethylbutanoyl)-4-hydroxypyrrolidine-2-carboxylate